1,3-dicyano-5-fluorobenzene C(#N)C1=CC(=CC(=C1)F)C#N